BrC1=CC=C(C2=C(C=CC=C12)C(=O)N)C(=O)N 4-bromo-1,8-naphthalenediamide